{4-[4-(6-trifluoromethyl-pyridin-2-yl)-6-(2-trifluoromethyl-pyridin-4-ylamino)-[1,3,5]triazin-2-ylamino]-piperidin-1-yl}-ethanone FC(C1=CC=CC(=N1)C1=NC(=NC(=N1)NC1=CC(=NC=C1)C(F)(F)F)NC1CCN(CC1)C(C)=O)(F)F